FC(CN1N=C(C=2C1=NC(=CN2)N2CC1(CN(C1)C=1C(=NC(=NC1)C)C(F)(F)F)CC2)C)F 6-[1-(2,2-difluoroethyl)-3-methyl-1H-pyrazolo[3,4-b]pyrazin-6-yl]-2-[2-methyl-4-(trifluoromethyl)pyrimidin-5-yl]-2,6-diazaspiro[3.4]octane